diphenyl-(2,4-dihydroxyl)benzothiophene tert-butyl-((2-(3-carbamoylbenzyl)-4-(4-(trifluoromethyl)phenyl)-4,5,6,7-tetrahydro-2H-pyrazolo[4,3-b]pyridin-6-yl)methyl)carbamate C(C)(C)(C)N(C(O)=O)CC1CC=2C(N(C1)C1=CC=C(C=C1)C(F)(F)F)=CN(N2)CC2=CC(=CC=C2)C(N)=O.C2(=CC=CC=C2)C=2C=CC1=C(C(=C(S1)O)C1=CC=CC=C1)C2O